2-[5-[3-[[(3S)-4-(cyclobutanecarbonyl)-3-methyl-piperazin-1-yl]methyl]-2,5-dimethyl-anilino]-1,3,4-oxadiazol-2-yl]acetonitrile C1(CCC1)C(=O)N1[C@H](CN(CC1)CC=1C(=C(NC2=NN=C(O2)CC#N)C=C(C1)C)C)C